N-[4-(1-Ethyl-piperidin-3-yl)-phenyl]-6-methyl-5-(4-pyridin-3-yl-pyrimidin-2-ylamino)-nicotinamide C(C)N1CC(CCC1)C1=CC=C(C=C1)NC(C1=CN=C(C(=C1)NC1=NC=CC(=N1)C=1C=NC=CC1)C)=O